CN(CCC1=NC=CC=C1)CCC1=NC=CC=C1 methyl-bis(2-pyridin-2-yl-ethyl)amine